F[Sb-](F)(F)(F)(F)F.CC([S+](CC(=O)C1=CC=CC=C1)C(C1=CC=CC=C1)=O)C dimethylbenzoylmethyl-(phenacyl)sulfonium hexafluoroantimonate